ClC=1C=C(C=NC1)OC1=CC=C(C=C1)C1CN(C1)C(=O)N1C[C@@H]2[C@@H](OCC(N2)=O)CC1 (+)-(4aR,8aS)-6-[3-[4-[(5-Chloro-3-pyridyl)oxy]phenyl]azetidine-1-carbonyl]-4,4a,5,7,8,8a-hexahydropyrido[4,3-b][1,4]oxazin-3-one